methyl 2-(((S)-4-(6-((4-(cyclopropanecarbonyl)-2-fluorobenzyl) oxy) pyridin-2-yl)-2-methylpiperazin-1-yl) methyl)-1-(((S)-oxetan-2-yl) methyl)-1H-benzo[d]imidazole-6-carboxylate C1(CC1)C(=O)C1=CC(=C(COC2=CC=CC(=N2)N2C[C@@H](N(CC2)CC2=NC3=C(N2C[C@H]2OCC2)C=C(C=C3)C(=O)OC)C)C=C1)F